OC1=C(C=C(C=C1C(C)(C)CC(C)(C)C)C(C)(C)C1=CC=CC=C1)N1N=C2C(=N1)C=CC=C2 2-(2-hydroxy-3-tert-octyl-5-alpha-cumylphenyl)-2H-benzotriazole